C(C)(C)(C)OC(NCC1=CNC(C2=CC=C(C=C12)C=1C=NN(C1C1=C(C(=CC(=C1)C(F)(F)F)OC1CC1)C#N)C)=O)=O ((6-(5-(2-cyano-3-cyclopropyloxy-5-(trifluoromethyl)phenyl)-1-methyl-1H-pyrazol-4-yl)-1-oxo-1,2-dihydroisoquinolin-4-yl)methyl)carbamic acid tert-butyl ester